ClC1=NC=C(C(=N1)Cl)C(C)C 2,4-Dichloro-5-isopropylpyrimidine